3-[4-(2,5-Dimethyl-phenyl)-5-ethyl-thiazol-2-yl]-7-hydroxy-chromen-2-one CC1=C(C=C(C=C1)C)C=1N=C(SC1CC)C=1C(OC2=CC(=CC=C2C1)O)=O